2-(2-bromo-4-fluoro-phenyl)acetic acid BrC1=C(C=CC(=C1)F)CC(=O)O